FC1=C(CNS(=O)(=O)C2=CC=C(C=C2)NC(=O)C2C(C2)C2=CC=NC=C2)C=CC(=C1)F N-(4-(N-(2,4-difluorobenzyl)sulfamoyl)phenyl)-2-(pyridin-4-yl)cyclopropane-1-carboxamide